methyltetrahydronaphthalenone CC1C(C2=CC=CCC2CC1)=O